2,2-dimethyltetrahydro-4H-pyran-4-one CC1(OCCC(C1)=O)C